nonaethylene glycol monomethyl ether methanesulfonate CS(=O)(=O)OCCOCCOCCOCCOCCOCCOCCOCCOCCOC